FC=1C=C(COC2OC3CN4C2(C(N2C4=CC=NC2=O)([2H])[2H])C3)C=C(C1OC1=CC(=NC=C1)C(F)(F)F)F ((3,5-difluoro-4-((2-(trifluoromethyl)pyridin-4-yl)oxy)benzyl)oxy)-3,4-dihydro-1H,9H,11H-3,11a-methanopyrimido[6',1':2,3]imidazo[5,1-c][1,4]oxazin-9-one-11,11-d2